6,7-Dichloro-1-Methyl-1h-Indole-2-Carboxylate ClC1=CC=C2C=C(N(C2=C1Cl)C)C(=O)[O-]